C[C@@H]1[C@H](C(=O)O[C@H]1[C@H]([C@@H](C)[C@H]2CC[C@@H]3[C@@]2(CC[C@H]4[C@H]3CCC5=CC(=O)C=C[C@]45C)COC(=O)C)O)C The molecule is a withanolide that is 23,26-epoxyergosta-1,4-diene substituted by an acetyloxy group at position 18, a hydroxy group at position 22 and oxo groups at positions 3 and 26. Isolated from a Formosan soft coral Paraminabea acronocephala, it has been found to inhibit the accumulation of the pro-inflammatory iNOS protein. It has a role as an EC 1.14.13.39 (nitric oxide synthase) inhibitor and a coral metabolite. It is a gamma-lactone, an acetate ester, an ergostanoid, a withanolide, a secondary alcohol, a steroid ester and a 3-oxo-Delta(1),Delta(4)-steroid.